3-[2-[benzenesulfonyl(methyl)amino]-2-(1,3-benzothiazol-2-yl)ethyl]benzamidine C1(=CC=CC=C1)S(=O)(=O)N(C(CC=1C=C(C(=N)N)C=CC1)C=1SC2=C(N1)C=CC=C2)C